2,4,6-tri-tert-butylnitrosobenzene C(C)(C)(C)C1=C(C(=CC(=C1)C(C)(C)C)C(C)(C)C)N=O